N-((6S,7S)-5-((R)-2-cyanopropanoyl)-6-((2-fluoro-[1,1'-biphenyl]-3-yl)methyl)-5-azaspiro[2.4]heptan-7-yl)-1,1-difluoromethanesulfonamide C(#N)[C@H](C(=O)N1CC2(CC2)[C@@H]([C@@H]1CC=1C(=C(C=CC1)C1=CC=CC=C1)F)NS(=O)(=O)C(F)F)C